((3-(2-chloro-3-fluoropyridin-4-yl)-1-methyl-1H-pyrazol-4-yl)methyl-d2)(methyl)carbamic acid tert-butyl ester C(C)(C)(C)OC(N(C)C([2H])([2H])C=1C(=NN(C1)C)C1=C(C(=NC=C1)Cl)F)=O